2-(2,6-difluoro-4-methylphenyl-3,4-dihydro-2H-pyrrol-5-yl)hydrazine-1-carboxylate FC1=C(C(=CC(=C1)C)F)C1N=C(CC1)NNC(=O)[O-]